8-methyl-8-methoxycarbonyl-tetracyclo[4.4.0.12,5.17,10]-3-dodecene CC1(C2C3C4C=CC(C3C(C1)C2)C4)C(=O)OC